5-((3R,4R)-3-((tert-butoxycarbonyl)(methyl)amino)-4-methylpyrrolidin-1-yl)pyrazine-2-carboxylic acid C(C)(C)(C)OC(=O)N([C@H]1CN(C[C@H]1C)C=1N=CC(=NC1)C(=O)O)C